ON(C(=O)N(O)CC)O N,N,N'-tri-hydroxyethyl-urea